[K].O=C1N=C(NC(N1)=O)C(=O)O 1,4,5,6-tetrahydro-4,6-dioxo-1,3,5-triazine-2-carboxylic acid potassium